ClCC(=O)N(CC1C(NCCC1)=O)NC(=O)C(CC(C)C)NC(OCC1=CC=CC=C1)=O Benzyl N-[1-[[(2-chloroacetyl)-[(2-oxo-3-piperidyl)methyl]amino]carbamoyl]-3-methyl-butyl]carbamate